CP(=O)(C)C=1C(=CC=C2C(=CNC12)C1=NC(=NC=C1C(F)(F)F)NC=1C=NN(C1)CC(C)(C)O)C#N 7-(dimethylphosphoryl)-3-(2-((1-(2-hydroxy-2-methylpropyl)-1H-pyrazol-4-yl)amino)-5-(trifluoromethyl)pyrimidin-4-yl)-1H-indole-6-carbonitrile